FC(C1=NC(=CC(=N1)N1[C@@H](CC2(C(=CCO2)C)CC1)C)N1[C@@H]([C@@H](C1)N1CCNCC1)C)F (7R)-8-(2-(Difluoromethyl)-6-((2R,3R)-2-methyl-3-(piperazin-1-yl)azetidin-1-yl)pyrimidin-4-yl)-4,7-dimethyl-1-oxa-8-azaspiro[4.5]dec-3-ene